BrC=1C=C(N(C1)CC)C(=O)C1=CC(=C(C(=C1)OC)OC)OC (4-bromo-1-ethyl-1H-pyrrol-2-yl)(3,4,5-trimethoxyphenyl)methanone